CC=1C=C(C=C(C1O)C)/C=C/C#N (E)-3,5-dimethyl-4-hydroxy-benzeneacrylonitrile